FC(C(C(C(C(C(C(C(F)(F)F)(F)F)(F)F)(F)F)(F)F)(F)F)(F)F)(CCI)F 1-(Perfluorooctyl)-2-iodoethane